COC(=O)[C@@H]1C(NC[C@H]1C1=C(C=C(C=C1F)OCC)F)=O |o1:4,8| (3S*,4R*)-4-(4-ethoxy-2,6-difluorophenyl)-2-oxopyrrolidine-3-carboxylic acid methyl ester